2-(6-azido-2-pyridinyl)propan-2-ol N(=[N+]=[N-])C1=CC=CC(=N1)C(C)(C)O